2-(4-iodophenyl)quinazolin-4(3H)-one IC1=CC=C(C=C1)C1=NC2=CC=CC=C2C(N1)=O